FC=1C(=NC=CC1)CC(=O)NC1=NNC(=C1)[C@@H]1C[C@@H](CC1)N(C([O-])=O)C1(CC1)C (1R,3S)-3-(3-{[(3-fluoropyridin-2-yl)acetyl]amino}-1H-pyrazol-5-yl)cyclopentyl(1-methylcyclopropyl)carbamate